2-methylcyclopropaneformyl chloride CC1C(C1)C(=O)Cl